BrC1=C(C=CC(=C1)C)C1=CC=C(O1)C=C1C(C2=CC=CC=C2C1=O)=O 2-[[5-(2-Bromo-4-methylphenyl)-2-furanyl]methylene]-1H-indene-1,3(2H)-dione